rac-(2R,3R,4S)-3-(3,4-difluoro-2-methoxyphenyl)-4-methoxy-5,5-dimethyltetrahydrofuran-2-carboxylic acid methyl ester COC(=O)[C@@H]1OC([C@H]([C@H]1C1=C(C(=C(C=C1)F)F)OC)OC)(C)C |r|